tris(1,10-phenanthroline) ruthenium chloride [Ru](Cl)(Cl)Cl.N1=CC=CC2=CC=C3C=CC=NC3=C12.N1=CC=CC2=CC=C3C=CC=NC3=C12.N1=CC=CC2=CC=C3C=CC=NC3=C12